(13S,16S)-14-[1-(2,4-difluorophenyl)pyrazolo[3,4-d]pyrimidin-4-yl]-3,11-dimethyl-8-oxa-3,5,11,14,17,22-hexazatetracyclo[16.3.1.113,16.02,6]tricosa-1(22),2(6),4,18,20-pentaen-12-one FC1=C(C=CC(=C1)F)N1N=CC=2C1=NC=NC2N2[C@@H]1C(N(CCOCC=3N=CN(C3C=3C=CC=C(N[C@H](C2)C1)N3)C)C)=O